C(C)(C)(C)[Mo](=O)(C(C)(C)C)(=O)=O di-tert-butyl-oxomolybdenum dioxide